C(C)[Al](OC1=C(C=C(C=C1C(C)(C)C)C)C(C)(C)C)OC1=C(C=C(C=C1C(C)(C)C)C)C(C)(C)C ethylbis(2,6-di-t-butyl-4-methylphenoxy)aluminum